N-(tert-butoxycarbonyl)-D-glutamine C(C)(C)(C)OC(=O)N[C@H](CCC(N)=O)C(=O)O